(3-methyl-2-(1-methylpiperidin-3-yl)-1H-indol-5-yl)methanamine CC1=C(NC2=CC=C(C=C12)CN)C1CN(CCC1)C